7-chloro-1-methyl-2-phenethyl-5-phenyl-1,5-dihydro-4H-imidazo[4,5-c]quinolin-4-one ClC=1C=CC=2C3=C(C(N(C2C1)C1=CC=CC=C1)=O)N=C(N3C)CCC3=CC=CC=C3